C(=O)C1=CC=C(C(=N)N)C=C1 4-FORMYL-BENZAMIDINE